Cl.CN(C(CN1C2=CC=CC=C2SC=2C=CC=CC12)C)C 10-(2-dimethylamino-1-propyl)phenothiazine hydrochloride